C1(=CC=CC=2OC3=C(C21)C=CC=C3)C#N dibenzo[b,d]furan-1-carbonitrile